CC=1NC(=C(C1)C)CC=1C(C2=CC=CC=C2C1)C=1C(N=C2C=CC=CC12)=O (Z)-3-[(2,4-dimethylpyrrol-5-yl)methylindenyl]-2-indolone